potassium (hydrogen) sulfate S(=O)(=O)(O)[O-].[K+]